C(C)(C)(C)C=1C=C(C=C(C1O)C(C)(C)C)CCC(=O)[O-] 3-(3,5-ditert-butyl-4-hydroxylphenyl)-propionate